COC1=C(C=CC=C1)C(C(=O)O)CC (2-methoxyphenyl)butanoic acid